Cl.NC1=NC=C2C(=N1)N(C(N(C2)C2=C(C(=CC(=C2Cl)OC)OC)Cl)=O)C2CC1(CNC1)C2 7-amino-3-(2,6-dichloro-3,5-dimethoxyphenyl)-1-(2-azaspiro[3.3]heptan-6-yl)-3,4-dihydropyrimido[4,5-d]pyrimidin-2(1H)-one hydrochloride